CN1C2CN(CC1C2)C2=CC=CC(=N2)NC2=CC1=C(C=N2)SC(=N1)C1=NC=CC=C1C 6-{6-Methyl-3,6-diazabicyclo[3.1.1]heptan-3-yl}-N-[2-(3-methylpyridin-2-yl)-[1,3]thiazolo[5,4-c]pyridin-6-yl]pyridin-2-amine